methyl 5-(4-((1-(5-methoxy-2-(1-methyl-1H-pyrazol-4-yl)-4-nitrophenyl) piperidin-4-yl) methyl) piperazin-1-yl)picolinate COC=1C(=CC(=C(C1)N1CCC(CC1)CN1CCN(CC1)C=1C=CC(=NC1)C(=O)OC)C=1C=NN(C1)C)[N+](=O)[O-]